bis-methyl-tin C[Sn]C